C(#N)C=1C(=NC(=CC1C(F)(F)F)C)N1[C@@H](CCC1=O)C(=O)N(C=1C=C(C=CC1)C)C (S)-1-[3-cyano-6-methyl-4-(trifluoromethyl)pyridin-2-yl]-N-methyl-5-oxo-N-(m-tolyl)pyrrolidine-2-carboxamide